ClC=1C=C(C(=NC1N1N=CC=N1)C)NC(=O)C=1C=NN(C1C(F)(F)F)C1=C(C=C(C=C1)F)C N-(5-chloro-2-methyl-6-(2H-1,2,3-triazol-2-yl)pyridin-3-yl)-1-(4-fluoro-2-methylphenyl)-5-(trifluoromethyl)-1H-pyrazole-4-carboxamide